C(C1=CC=CC=C1)C1(CN(CC1C)S(=O)(=O)C1=NN(N=C1)C)C=1C=C2C=NN(C2=CC1C)C=1C=CC(N(C1)C)=O 5-(5-(3-benzyl-4-methyl-1-((2-methyl-2H-1,2,3-triazol-4-yl)sulfonyl)pyrrolidin-3-yl)-6-methyl-1H-indazol-1-yl)-1-methylpyridin-2(1H)-one